FC1=CC(=CC2=C1N=C(S2)OC2CCNCC2)C2=CC1=CN(N=C1C(=C2)F)C 4-Fluoro-6-(7-fluoro-2-methyl-2H-indazol-5-yl)-2-[(piperidin-4-yl)oxy]-1,3-benzothiazol